N-(5-((1R,5S)-1-(2,5-difluorophenyl)-2-azabicyclo[3.1.0]hexan-2-yl)pyrazolo[1,5-a]pyrimidin-3-yl)-2,6-diazaspiro[3.3]heptane-2-carboxamide FC1=C(C=C(C=C1)F)[C@@]12N(CC[C@H]2C1)C1=NC=2N(C=C1)N=CC2NC(=O)N2CC1(C2)CNC1